2-(4-{2-[(2,3-Dihydro-1H-inden-2-yl)amino]pyrimidin-5-yl}-3-(pyridin-2-yl)-1H-pyrazol-1-yl)acetic acid C1C(CC2=CC=CC=C12)NC1=NC=C(C=N1)C=1C(=NN(C1)CC(=O)O)C1=NC=CC=C1